[Cl-].C(CCCCCCCCCCCCCCC)[N+](CC1=CC=CC=C1)(CC)CC hexadecyl-diethyl-benzyl-ammonium chloride